C1(=CC=C(C=C1)C(=O)Cl)C1=CC=C(C=C1)C(=O)Cl [1,1'-Biphenyl]-4,4'-dicarboyl dichloride